C(C1=CC=CC=C1)OC1=C2N(C(=NC2=NC(=N1)OC[C@]12CCCN2C[C@@H](C1)F)OC1=CC(=CC2=CC=C(C(=C12)C#C[Si](C(C)C)(C(C)C)C(C)C)F)OCOC)C1CCC1 6-(benzyloxy)-7-cyclobutyl-8-({7-fluoro-3-(methoxymethoxy)-8-[(triisopropylsilyl)-ethynyl]-1-naphthyl}oxy)-2-{[(2R,7aS)-2-fluorotetrahydro-1H-pyrrolizin-7a(5H)-yl]methoxy}-7H-purine